tert-butyl (S)-6-benzyl-8-(((2S,3R)-3-(cyclohexylmethoxy)-1-oxo-1-(piperidin-1-yl)butan-2-yl)carbamoyl)-2,6-diazaspiro[3.4]octane-2-carboxylate C(C1=CC=CC=C1)N1CC2(CN(C2)C(=O)OC(C)(C)C)[C@@H](C1)C(N[C@H](C(N1CCCCC1)=O)[C@@H](C)OCC1CCCCC1)=O